2-(4-Methyl-1,4-diazepan-1-yl)-5-oxo-5H-benzo[4',5']oxazolo[3',2':1,6]-pyrido[2,3-d]pyrimidine-6-carboxylic acid CN1CCN(CCC1)C=1N=CC2=C(N1)N1C(=C(C2=O)C(=O)O)OC2=C1C=CC=C2